1-N-[4-[7-(2-cyanopyridin-4-yl)quinolin-4-yl]Oxyphenyl]-1-N'-(4-fluorophenyl)cyclopropane-1,1-dicarboxamide hydrochloride Cl.C(#N)C1=NC=CC(=C1)C1=CC=C2C(=CC=NC2=C1)OC1=CC=C(C=C1)NC(=O)C1(CC1)C(=O)NC1=CC=C(C=C1)F